tert-butyl (S)-2-([4-amino-3-iodo-1H-pyrazolo[3,4-d]pyrimidin-1-yl]methyl)pyrrolidine-1-carboxylate NC1=C2C(=NC=N1)N(N=C2I)C[C@H]2N(CCC2)C(=O)OC(C)(C)C